tert-butyl (2S,4R)-2-[ethyl(m-tolyl)carbamoyl]-4-hydroxy-pyrrolidine-1-carboxylate C(C)N(C(=O)[C@H]1N(C[C@@H](C1)O)C(=O)OC(C)(C)C)C=1C=C(C=CC1)C